BrC1(C=O)CC=C(C=C1)Br 1,4-dibromo-benzaldehyde